[I-].C(C)(C)(C)OC([C@H](CC1=CC=C(OCC[N+](C)(C)C)C=C1)NC(=O)OC(C)(C)C)=O (S)-2-(4-(3-(tert-butoxy)-2-((tert-butoxycarbonyl)amino)-3-oxopropyl)phenoxy)-N,N,N-trimethylethan-1-aminium iodide